Cl.C1=CC=C(C=C1)S(=O)(=O)F 4-benzenesulfonyl fluoride hydrochloride